BrCC1=CC=C(C(=O)NC)C=C1 4-(Bromomethyl)-N-methylbenzamide